CC(CC(=O)N)C 3-methylbutyryl-Amine